1-(4-vinylbenzyl)-3,3'-octamethylenebis(5-amino-1H-1,2,4-triazole) C(=C)C1=CC=C(CC(CCCCCCCC2=NNC(=N2)N)C2=NNC(=N2)N)C=C1